6-bromo-2-(chloromethyl)-8-fluoro-imidazo[1,2-a]pyridine BrC=1C=C(C=2N(C1)C=C(N2)CCl)F